4-Bromo-5-Hydroxy-2-Methylbenzoic Acid BrC1=CC(=C(C(=O)O)C=C1O)C